C1(CC1)N1C2=C(C=CC1=O)NC=C2 4-cyclopropyl-1,4-dihydro-5H-pyrrolo[3,2-b]pyridin-5-one